N-[[(3S)-1-[6-[2-hydroxy-6-methyl-4-(trifluoromethyl)phenyl]pyridazin-3-yl]-3-piperidyl]methyl]acetamide OC1=C(C(=CC(=C1)C(F)(F)F)C)C1=CC=C(N=N1)N1C[C@@H](CCC1)CNC(C)=O